C(C1=CC=CC=C1)OC(=O)N1CCC(CC1)OC1=NC(=NC=C1)C(F)(F)F 4-((2-(trifluoromethyl)pyrimidin-4-yl)oxy)piperidine-1-carboxylic acid benzyl ester